C(N)(OCCCC)=O monon-butyl carbamate